NC1=C(CNC(=O)[C@H]2N3C4=C(C=CC=C4C2)CC[C@@H](C3=O)NC([C@H]([C@H](CC)C)NC(COCCF)=O)=O)C=CC=C1 (2S,5S)-5-{(2S,3S)-2-[2-(2-Fluoro-ethoxy)-acetylamino]-3-methyl-pentanoylamino}-4-oxo-1,2,4,5,6,7-hexahydro-azepino[3,2,1-hi]indole-2-carboxylic acid 2-amino-benzylamide